CC1=CC=C(C=N1)CC1=CC=C(N)C=C1 4-[(6-methylpyridin-3-yl)methyl]aniline